N=1NC=C2C1SC(=C2)C(=O)O thieno[2,3-c]pyrazole-5-carboxylic acid